FC=1C(=C2C(=NC1)NC=C2)C2CCN(CC2)C(=O)OC(C)(C)C tert-butyl 4-[5-fluoro-1H-pyrrolo[2,3-b]pyridin-4-yl]piperidine-1-carboxylate